5-((2-iodoacetamido)ethyl)-1-aminonaphthalene sulfate S(=O)(=O)(O)O.ICC(=O)NCCC1=C2C=CC=C(C2=CC=C1)N